4-[5-(4,4,5,5-tetramethyl-[1,3,2]Dioxaborolan-2-yl)-pyridin-2-yl]-morpholine CC1(OB(OC1(C)C)C=1C=CC(=NC1)N1CCOCC1)C